NC1=CC=C(C=C1)CC1=C(C=C(N)C=C1)CCC 4-((4-aminophenyl)methyl)-3-propylaniline